OCC(C(C1=C2C=CNC2=C(C=C1OC)C)N1N=C2C=C(C=CC2=C1)C#N)(C)C 2-(3-hydroxy-1-(5-methoxy-7-methyl-1H-indol-4-yl)-2,2-dimethylpropyl)-2H-indazole-6-carbonitrile